FC1=C(C=CC(=C1)OC)C1=NN(C(C=C1)=O)CC(=O)NC(C)C 2-(3-(2-fluoro-4-methoxyphenyl)-6-oxopyridazin-1(6H)-yl)-N-isopropylacetamide